ClC1=CC(=C(C=C1)S(=O)(=O)N[C@@H]([C@H](C)C1=C(C(=CC=C1F)C=1C=NN(C1)C1CC1)C)C=1OC(NN1)=O)OC 4-chloro-N-((1S,2R)-2-(3-(1-cyclopropyl-1H-pyrazol-4-yl)-6-fluoro-2-methylphenyl)-1-(5-oxo-4,5-dihydro-1,3,4-oxadiazol-2-yl)propyl)-2-methoxybenzenesulfonamide